2-{[4-(1H-indol-3-yl)piperidin-1-yl]methyl}-4-benzyl-1,4-oxazepane N1C=C(C2=CC=CC=C12)C1CCN(CC1)CC1OCCCN(C1)CC1=CC=CC=C1